C(C1=CC=CC=C1)ON(C)CC1C[C@H]([C@H](N1C(=O)OCC1=CC=CC=C1)C(=O)OC)CCCB1OC(C(O1)(C)C)(C)C 1-benzyl 2-methyl (2S,3R)-5-(((benzyloxy)(methyl)amino)methyl)-3-(3-(4,4,5,5-tetramethyl-1,3,2-dioxaborolan-2-yl)propyl)pyrrolidine-1,2-dicarboxylate